2-Chloroacetohydrazide ClCC(=O)NN